ClC1=C(C(=O)N2COC3=C(C2)C=CC=C3C3=CC(=C(C(=O)O)C=C3F)N3C2COCC3CC2)C(=CC(=C1)N1CC2(C1)OCCOC2)Cl 4-[3-[2,6-Dichloro-4-(5,8-dioxa-2-azaspiro[3.5]nonan-2-yl)benzoyl]-2,4-dihydro-1,3-benzoxazin-8-yl]-5-fluoro-2-(3-oxa-8-azabicyclo[3.2.1]oct-8-yl)benzoic acid